C(C)N1N=C2C=CC(=CC2=C1)B1OC(C(O1)(C)C)(C)C 2-(2-ethyl-2H-indazol-5-yl)-4,4,5,5-tetramethyl-1,3,2-dioxaborolane